4-(4-fluoro-5-(3-((4-fluoro-6-methoxy-2-(2-phosphonoacetyl)benzo[b]thiophen-5-yl)oxy)propoxy)-6-methoxybenzo[b]thiophen-2-yl)-2,2-dimethyl-4-oxobutanoic acid FC1=C(C(=CC=2SC(=CC21)C(CC(C(=O)O)(C)C)=O)OC)OCCCOC2=C(C1=C(SC(=C1)C(CP(=O)(O)O)=O)C=C2OC)F